(2-Chlorophenyl)-imidazo[1,2-f]phenanthridin-3-yl-amine ClC1=C(C=CC=C1)NC1=CN=C2N1C=1C=CC=CC1C=1C=CC=CC21